(E)-3-(4-bromophenyl)-1-(4-(6-methoxynicotinoyl)piperazin-1-yl)prop-2-en-1-one BrC1=CC=C(C=C1)/C=C/C(=O)N1CCN(CC1)C(C1=CN=C(C=C1)OC)=O